C1(=C(C=CC=C1)C(C#N)=C)C α-tolylacrylonitrile